3-(5-(6-Amino-3-methylpyridin-2-yl)-4-fluoro-1-oxoisoindolin-2-yl)piperidin-2,6-dion NC1=CC=C(C(=N1)C=1C(=C2CN(C(C2=CC1)=O)C1C(NC(CC1)=O)=O)F)C